4-[5-isopropyl-3-(trifluoromethyl)pyrazol-1-yl]benzonitrile C(C)(C)C1=CC(=NN1C1=CC=C(C#N)C=C1)C(F)(F)F